OCCCCCCCCCNC(OC(C)(C)C)=O tert-butyl N-(9-hydroxynonyl)carbamate